1-(pyridin-4-yl)-1,3-butanedione sodium salt [Na].N1=CC=C(C=C1)C(CC(C)=O)=O